9-hydroxyn-nonane diselenide [SeH-]=[Se].OCCCCCCCCC